C([O-])([O-])=O.[Mg+2].[Ca+2].C([O-])([O-])=O calcium magnesium carbonate